N(=[N+]=[N-])[C@H]1[C@@H](O[C@@H]([C@H]([C@@H]1OCC1=CC=CC=C1)OCC1=CC=CC=C1)COCC1=CC=CC=C1)O[C@@H]([C@H](CO)OCC1=CC=CC=C1)[C@H](O)COC1=CC=C(C=C1)OC 3-O-(2-azido-3,4,6-tri-O-benzyl-2-deoxy-β-D-glucopyranosyl)-2-O-benzyl-5-O-(4-methoxyphenyl)-D-ribitol